NC1(CC1)C#CC=1C(=NC=NC1)NC1=C(C(=C(C=C1)OC1=CC2=C(N(C=N2)C)C=C1)Cl)F 5-((1-aminocyclopropyl)ethynyl)-N-(3-chloro-2-fluoro-4-((1-methyl-1H-benzo[d]imidazol-5-yl)oxy)phenyl)pyrimidin-4-amine